5-((1H-pyrazol-1-yl)methyl)-N-((5-(tert-butyl)-2,3-dihydrobenzofuran-7-yl)sulfonyl)-6-methoxypicolinamide N1(N=CC=C1)CC=1C=CC(=NC1OC)C(=O)NS(=O)(=O)C1=CC(=CC=2CCOC21)C(C)(C)C